4-benzyloxy-3,3-dimethyl-4-oxo-butanoic acid C(C1=CC=CC=C1)OC(C(CC(=O)O)(C)C)=O